N1=C(C=CC=C1)N1C(=CC2=CC(=CC=C12)F)C(C=C)O 1-(2-pyridyl)-2-(1-hydroxyallyl)-5-fluoroindole